C(C)[C@H]1COCC(N1C1=NC(=CC(=C1)C1(CCOCC1)S(=O)(=O)C)C1=CC=C2C(=N1)C=C(N2)CO)=O (S)-5-ethyl-4-(6-(2-(hydroxymethyl)-1H-pyrrolo[3,2-b]pyridin-5-yl)-4-(4-(methylsulfonyl)tetrahydro-2H-pyran-4-yl)pyridin-2-yl)morpholin-3-one